N-(4-chloro-3-fluorophenyl)-5-(2-chloro-5-(isobutyramidomethyl)benzamido)-1-(2-methoxyethyl)-1H-indole-2-carboxamide ClC1=C(C=C(C=C1)NC(=O)C=1N(C2=CC=C(C=C2C1)NC(C1=C(C=CC(=C1)CNC(C(C)C)=O)Cl)=O)CCOC)F